FC(C(C(C(C(C(C(C(F)(F)F)(F)F)(F)F)(F)F)(F)F)(F)F)(F)F)(S)F perfluorooctanethiol